Cl.N1CC(CC1)NC=1C2=C(C=NC1)C=CO2 N-(pyrrolidin-3-yl)furo[3,2-c]pyridin-7-amine hydrochloride